The molecule is a member of the class of pyrazoles that is 1H-pyrazole substituted by a phenyl group at position 1. It is a member of pyrazoles and a member of benzenes. It derives from a hydride of a 1H-pyrazole. C1=CC=C(C=C1)N2C=CC=N2